C(C)C(C)CCCCC 2-ethylheptane